C(C)(C)(C)OC(=O)N(CC[C@@H](C(=O)OC(C)(C)C)NC(=O)OC(C)(C)C)CCCCCCO (S)-tert-butyl 4-((tert-butoxycarbonyl)(6-hydroxyhexyl)amino)-2-((tert-butoxycarbonyl)amino)butanoate